CC1=C(C(CC=C1)(C)C)C(C)=O 1-(2,6,6-trimethyl-cyclohexa-1,3-dien-1-yl)ethan-1-one